N-[(4-Fluorophenyl)methyl]-4-[(E)-3-(3-hydroxyphenyl)prop-2-enoyl]benzenesulfonamide FC1=CC=C(C=C1)CNS(=O)(=O)C1=CC=C(C=C1)C(\C=C\C1=CC(=CC=C1)O)=O